BrC1=NC(=C(C=C1CO)OC)OC (2-bromo-5,6-dimethoxypyridin-3-yl)methanol